6-(6-chloro-2-(cyclopentylmethoxy)-8-fluoro-7-(2-fluoro-6-hydroxyphenyl)quinazolin-4-yl)-2,6-diazaspiro[3.4]Octane ClC=1C=C2C(=NC(=NC2=C(C1C1=C(C=CC=C1O)F)F)OCC1CCCC1)N1CC2(CNC2)CC1